C(C(=C)C)(=O)OCCOC1=CC=C(C(=O)C2=CC=C(C=C2)Br)C=C1 4-methacryloyloxyethoxy-4'-bromobenzophenone